C(C1=CC=CC=C1)OP(=O)(OCC1=CC=CC=C1)O[C@H](C(=O)OC)C (S)-Methyl 2-((bis(benzyloxy)phosphoryl)oxy)propanoate